2-(3-Chloro-4-(2,6-dioxopiperidin-3-yl)phenyl)acetaldehyde ClC=1C=C(C=CC1C1C(NC(CC1)=O)=O)CC=O